N-(2,4-Difluorobenzyl)-9-hydroxy-2-(1-methoxypropan-2-yl)-1,8-dioxo-1,3,4,8-tetrahydro-2H-pyrido[1,2-a]pyrazine-7-carboxamide FC1=C(CNC(=O)C=2C(C(=C3N(CCN(C3=O)C(COC)C)C2)O)=O)C=CC(=C1)F